6-fluoro-2-(4-(4-(pyrrolidin-1-yl)phenyl)buta-1,3-dien-1-yl)benzo[d]thiazole FC1=CC2=C(N=C(S2)C=CC=CC2=CC=C(C=C2)N2CCCC2)C=C1